3-(cyclopropylmethoxy)propane-1,2-diol C1(CC1)COCC(CO)O